5-(4-((6-Chlorobenzo[d][1,3]dioxol-5-yl)methoxy)phenyl)-2-oxo-6-(trifluoromethyl)-1,2-dihydropyridine-3-carboxamide ClC=1C(=CC2=C(OCO2)C1)COC1=CC=C(C=C1)C=1C=C(C(NC1C(F)(F)F)=O)C(=O)N